O1[C@@H](COCC1)CNC(=O)C1=C(C2=C(CC(C3=CN(N=C23)CC2CCN(CC2)C(=O)C2(CC2)C)C)O1)C(F)(F)F N-{[(2R)-1,4-dioxan-2-yl]methyl}-4-methyl-2-{[1-(1-methylcyclopropane-1-carbonyl)piperidin-4-yl]methyl}-8-(trifluoromethyl)-4,5-dihydro-2H-furo[2,3-g]indazole-7-carboxamide